FC(OC[C@H]1N(CCN(C1)CC1=CC=C(C=C1)C(F)(F)F)C1=CC=C(C(=O)OC)C=C1)F Methyl (S)-4-(2-((difluoromethoxy)methyl)-4-(4-(trifluoromethyl)benzyl)piperazin-1-yl)benzoate